CC1=NC2=C(C=CC(=C2C=C1)C(F)(F)F)[O-] 2-methyl-5-trifluoromethyl-8-quinolinolate